(4-(7-((3-(difluoromethyl)bicyclo[1.1.1]pentan-1-yl)oxy)-1,3,4,5-tetrahydro-2H-benzo[c]azepin-2-yl)-2,6-dimethylphenyl)-3,3-dimethylbutyramide FC(C12CC(C1)(C2)OC2=CC1=C(CN(CCC1)C1=CC(=C(C(=C1)C)C(C(=O)N)C(C)(C)C)C)C=C2)F